N1=CC=C(C=C1)C=1N=C(C2=C(N1)C=NC=C2)N2CCC1(CCN(C1)C1CCOCC1)CC2 2-(pyridin-4-yl)-4-(2-(tetrahydro-2H-pyran-4-yl)-2,8-diazaspiro[4.5]decan-8-yl)pyrido[3,4-d]pyrimidine